1-hydroxycyclopentanecarboxylic acid OC1(CCCC1)C(=O)O